(4-methylbenzyl)diethylanilinium CC1=CC=C(C[N+](C2=CC=CC=C2)(CC)CC)C=C1